FC(C(=O)O)(F)F.COC=1C(=CC(=C(C1)N1N=C2C(=C1)CNC2)C=2C=NN(C2)C)[N+](=O)[O-] 2-(5-methoxy-2-(1-methyl-1H-pyrazol-4-yl)-4-nitrophenyl)-2,4,5,6-tetrahydropyrrolo[3,4-c]pyrazole trifluoroacetate